4-(5-chloro-2-methoxy-phenyl)-6-methyl-N-[6-(2-oxa-7-azaspiro[3.5]non-7-yl)thiazolo[4,5-b]pyrazin-2-yl]pyridine-3-carboxamide ClC=1C=CC(=C(C1)C1=C(C=NC(=C1)C)C(=O)NC=1SC=2C(=NC=C(N2)N2CCC3(COC3)CC2)N1)OC